3-nitro-4-(trifluoromethyl)phenol [N+](=O)([O-])C=1C=C(C=CC1C(F)(F)F)O